2-(m-tolylsulfinyl)-1-(4-(5-(trifluoromethyl)-1,2,4-oxadiazol-3-yl)phenyl)ethan-1-one C1(=CC(=CC=C1)S(=O)CC(=O)C1=CC=C(C=C1)C1=NOC(=N1)C(F)(F)F)C